benzhydryl (3R,5R,6R)-3-(4-(((E)-benzylidene)amino)-5-oxo-4,5-dihydro-1H-1,2,4-triazol-1-yl)-7-oxo-6-(2-phenylacetamido)-4-thia-1-azabicyclo[3.2.0]heptane-3-carboxylate C(/C1=CC=CC=C1)=N\N1C=NN(C1=O)[C@@]1(CN2C([C@H]([C@H]2S1)NC(CC1=CC=CC=C1)=O)=O)C(=O)OC(C1=CC=CC=C1)C1=CC=CC=C1